(2-dicyclohexylphosphino-2,6-diisopropyloxy-1,1-biphenylyl)(2-amino-1,1-biphenyl) C1(CCCCC1)P(C1(C(=C(C=CC1C=1C(=C(C=CC1)C1=CC=CC=C1)N)OC(C)C)C1=CC=CC=C1)OC(C)C)C1CCCCC1